C(C)OC(C[C@@H](C=1C=C(C=CC1)C1=C(C=CC=C1F)F)N)=O (S)-3-amino-3-(2',6'-difluorobiphenyl-3-yl)propanoic acid ethyl ester